(2s,5r)-5-(4-bromophenyl)-2-methylmorpholine BrC1=CC=C(C=C1)[C@@H]1CO[C@H](CN1)C